ClC1=C(N)C=CC(=C1)C1=NN(C=N1)C1=CC=C(C=C1)C(F)(F)F 2-chloro-4-(1-(4-(trifluoromethyl)phenyl)-1H-1,2,4-triazol-3-yl)aniline